O=C1C(=CN(C=C1C1=CC=C(C=C1)F)C(CO)(C)C)C(=O)NC1=CC(=C(C=C1)OC1=CC=NC2=CC(=C(C=C12)OC)OC)F 4-oxo-N-[4-(6,7-dimethoxyquinolin-4-yl)oxy-3-fluorophenyl]-5-(4-fluorophenyl)-1-(1-hydroxy-2-methylpropan-2-yl)-pyridine-3-carboxamide